N,N-dimethyl-3-phenyl-pyrrolidin-3-amine CN(C1(CNCC1)C1=CC=CC=C1)C